Methylene bis(4-(3-(trifluoromethyl)-3H-diazinin-3-yl)benzoate) FC(C1(NN=CC=C1)C1=CC=C(C(=O)OCOC(C2=CC=C(C=C2)C2(NN=CC=C2)C(F)(F)F)=O)C=C1)(F)F